O=C1CC2(C1)CN(C2)C2=NC=CC(=N2)COC2=CC=C(C=C2)C(C)(C)C2=CC=C(OCC(C)NC=1C=C3C(N(C(C3=CC1)=O)C1C(NC(CC1)=O)=O)=O)C=C2 5-((1-(4-(2-(4-((2-(2-oxo-6-azaspiro[3.3]heptane-6-yl)pyrimidin-4-yl)Methoxy)phenyl)propan-2-yl)phenoxy)propan-2-yl)amino)-2-(2,6-dioxopiperidin-3-yl)isoindoline-1,3-dione